methyl (2S,5R)-5-[2-(benzyloxy)-2-oxoethyl]pyrrolidine-2-carboxylate hydrochloride Cl.C(C1=CC=CC=C1)OC(C[C@H]1CC[C@H](N1)C(=O)OC)=O